CC(CCCCCC)CCCCCCCC 7-methylpentadecane